FC1=C(C(=CC(=C1)N[C@@H]1CN(CC1)CCCF)F)[C@H]1N([C@@H](CC2=C1NC1=CC=C(C=C21)C(F)(F)F)C)CC(CO)(F)F 3-((1R,3R)-1-(2,6-difluoro-4-(((S)-1-(3-fluoropropyl)pyrrolidin-3-yl)amino)phenyl)-3-methyl-6-(trifluoromethyl)-1,3,4,9-tetrahydro-2H-pyrido[3,4-b]indol-2-yl)-2,2-difluoropropan-1-ol